(2R,3S,4S)-4-hydroxy-2-[(4-methoxyphenyl)methyl]pyrrolidin-3-yl N-{[4-(pyrazol-1-ylmethyl)phenyl]methyl}carbamate N1(N=CC=C1)CC1=CC=C(C=C1)CNC(O[C@H]1[C@H](NC[C@@H]1O)CC1=CC=C(C=C1)OC)=O